2-Methyl-5-{2-[methyl(piperidin-4-yl)amino][1,3]thiazolo[4,5-c]pyridin-6-yl}-2H-indazol-7-carbonitril-Hydrochlorid Cl.CN1N=C2C(=CC(=CC2=C1)C1=CC2=C(C=N1)N=C(S2)N(C2CCNCC2)C)C#N